CN1N=C(C(=C1C)[N+](=O)[O-])O 1,5-dimethyl-4-nitro-pyrazol-3-ol